ClC=1C=C(C=NC1N1N=NC=C1CO)NC(=O)C=1C=NN(C1C(F)(F)F)C1=C2C=CN=C(C2=CC=C1)OC N-(5-Chloro-6-(5-(hydroxymethyl)-1H-1,2,3-triazol-1-yl)pyridin-3-yl)-1-(1-methoxyisoquinolin-5-yl)-5-(trifluoromethyl)-1H-pyrazole-4-carboxamide